lead oxide silver tin [Sn].[Ag].[Pb]=O